3-(imidazo[1,2-a]pyridin-7-ylmethyl)urea N=1C=CN2C1C=C(C=C2)CNC(N)=O